N-(tert-butoxycarbonyl)-3,4-difluorophenylalanine C(C)(C)(C)OC(=O)N[C@@H](CC1=CC(=C(C=C1)F)F)C(=O)O